C(#N)C=1C(=NN(C1)C1CCCCC1)C=1C(=C(C=CC1)NC1=C(N=NC(=C1)NC(=O)C1CC1)C(=O)N)OC 4-((3-(4-cyano-1-cyclohexyl-1H-pyrazol-3-yl)-2-methoxyphenyl)amino)-6-(cyclopropanecarboxamido)pyridazine-3-carboxamide